C1(=CC=CC=C1)C1=NC2=CC(=NC=C2C=C1)CN (2-phenyl-1,6-naphthyridin-7-yl)methanamine